FC1=C(C=C(C=C1C)C)C1=CC=CC=C1 fluoro-3,5-dimethyl-[1,1'-biphenyl]